ClC=1C=C2C=NC(=NC2=CC1C1CCN(CC1)[C@@H]1[C@@H](COC1)O)NC=1C=NN(C1C)C([2H])([2H])[2H] |o1:17,18| (3S,4S) or (3R,4R)-4-(4-(6-chloro-2-((5-methyl-1-(methyl-d3)-1H-pyrazol-4-yl)amino)quinazolin-7-yl)piperidin-1-yl)tetrahydrofuran-3-ol